5-amino-8-[2-chloro-6-(hydroxymethyl)-4-pyridinyl]-2-[(5-methyloxazol-4-yl)methyl]-7-phenyl-[1,2,4]triazolo[4,3-c]pyrimidin-3-one NC1=NC(=C(C=2N1C(N(N2)CC=2N=COC2C)=O)C2=CC(=NC(=C2)CO)Cl)C2=CC=CC=C2